tetradecyl phosphonate (myristyl phosphonate) C(CCCCCCCCCCCCC)P(O)(O)=O.P(OCCCCCCCCCCCCCC)(O)=O